[Ir].C1(=CC=CC=C1)C1=CC=NC=C1 (1r)-(p-phenylpyridine) iridium